BrC1=NC(=CC=C1NC(=O)C=1C=C(C(=NC1)C(F)(F)F)NC1=C(C=C(C=C1)F)CCCNC(OC(C)(C)C)=O)OC tert-Butyl (3-(2-((5-((2-bromo-6-methoxypyridin-3-yl)carbamoyl)-2-(trifluoro-methyl)pyridin-3-yl)amino)-5-fluorophenyl)propyl)carbamate